trans-11-tetradecene acetate C(C)(=O)O.CCCCCCCCCC\C=C\CC